N-((1S,4S)-4-(4-(trifluoromethyl)piperidin-1-yl)cyclohexyl)-1H-indol FC(C1CCN(CC1)C1CCC(CC1)N1C=CC2=CC=CC=C12)(F)F